NC1=C2CC(CN(C2=CC=C1)C1=CC=C(C=C1)C(F)(F)F)CNC(C=C)=O N-((5-amino-1-(4-(trifluoromethyl)phenyl)-1,2,3,4-tetrahydroquinolin-3-yl)methyl)acrylamide